C(C)(=O)NC=1SC(=CN1)CN1CCC(CC1)C(=O)NCC1=CC=CC=C1 1-((2-acetamidothiazol-5-yl)methyl)-N-benzylpiperidine-4-carboxamide